5-[3-[[(4S)-1-[(3-aminophenyl)methylsulfonyl]-2,2-dimethyl-4-piperidyl]amino]-4-fluoro-phenyl]-3-(carboxymethoxy)-4-chloro-thiophene-2-carboxylic acid NC=1C=C(C=CC1)CS(=O)(=O)N1C(C[C@H](CC1)NC=1C=C(C=CC1F)C1=C(C(=C(S1)C(=O)O)OCC(=O)O)Cl)(C)C